4-(4-(4-oxopent-2-enoyl)piperazin-1-yl)cinnoline O=C(C=CC(=O)N1CCN(CC1)C1=CN=NC2=CC=CC=C12)C